C(CCC)OC(CCC(C)(OOC(C)(C)C)OOC(C)(C)C)=O.NC1=NC=NN2C1=C(C(=N2)C2=CC=C(C=C2)NC(C=C)=O)C2=CN=C(S2)C2=CC=C(C=C2)OC N-(4-(4-amino-5-(2-(4-methoxyphenyl)thiazol-5-yl)pyrazolo[5,1-f][1,2,4]triazin-6-yl)phenyl)acrylamide n-butyl-4,4-bis(t-butylperoxy)valerate